CC(C)(C)[S@@](=O)N[C@H](C)C1=CN=C(O1)C1=CC=CC=C1 (R)-2-methyl-N-((R)-1-(2-phenyloxazol-5-yl)ethyl)propane-2-sulfinamide